C(C)(C)(C)OC(=O)N1CC=2N([C@H](C1)C)N=C(C2)C#N (7S)-2-cyano-7-methyl-6,7-dihydro-4H-pyrazolo[1,5-a]pyrazine-5-carboxylic acid tert-butyl ester